C1=NC=CC=2NC=3C=C(C=CC3C21)C=2C=CC(=NC2)OC2CC(C2)C(=O)N2CCC(CC2)OCCCCCOC=2C=C1C(N(C(C1=CC2)=O)C2C(NC(CC2)=O)=O)=O 5-((5-((1-((1r,3r)-3-((5-(5H-pyrido[4,3-b]indol-7-yl)pyridin-2-yl)oxy)cyclobutane-1-carbonyl)piperidin-4-yl)oxy)pentyl)oxy)-2-(2,6-dioxopiperidin-3-yl)isoindoline-1,3-dione